2-amino-ethylenediamine NC(CN)N